CC(CCCCC)N1C(CCC1)=O N-(2-heptyl)pyrrolidone